[I-].[NH2+]1CCNCC1 piperazin-1-ium iodide